Ethyl 4-(difluoromethyl)-2-(methylsulfonyl)-pyrimidine-5-carboxylate FC(C1=NC(=NC=C1C(=O)OCC)S(=O)(=O)C)F